3-(4-Chloro-phenyl)-fluoranthene ClC1=CC=C(C=C1)C=1C=CC=2C3=CC=CC=C3C3=CC=CC1C23